BrCC1=CC=C(CC(C)(C)O)C=C1 2-(4-(bromomethyl)benzyl)propan-2-ol